N-((4-(3-cyclopropyl-1,2,4-oxadiazol-5-yl)bicyclo[2.2.2]octan-1-yl)methyl)-N-(3-(2-propyloxazol-5-yl)phenyl)cyclohexanecarboxamide C1(CC1)C1=NOC(=N1)C12CCC(CC1)(CC2)CN(C(=O)C2CCCCC2)C2=CC(=CC=C2)C2=CN=C(O2)CCC